N-hexadecyl-N-decyl-tolylammonium tetrakis(perfluoronaphthalen-2-yl)borate FC1=C(C(=C(C2=C(C(=C(C(=C12)F)F)F)F)F)F)[B-](C1=C(C2=C(C(=C(C(=C2C(=C1F)F)F)F)F)F)F)(C1=C(C2=C(C(=C(C(=C2C(=C1F)F)F)F)F)F)F)C1=C(C2=C(C(=C(C(=C2C(=C1F)F)F)F)F)F)F.C(CCCCCCCCCCCCCCC)[NH+](CCCCCCCCCC)C1=C(C=CC=C1)C